C(C)C1=CC=C(C=C1)C1(NC2=CC=CC=C2C1=O)CC(C1=CC=CC=C1)=O 2-(4-ethylphenyl)-2-(2-oxo-2-phenylethyl)indol-3-one